(S)-N-((S)-3-oxo-1-((S)-2-oxopyrrolidin-3-yl)-4-(trifluoromethoxy)butan-2-yl)-5-pivaloyl-5-azaspiro[2.4]heptane-6-carboxamide O=C([C@H](C[C@H]1C(NCC1)=O)NC(=O)[C@H]1N(CC2(CC2)C1)C(C(C)(C)C)=O)COC(F)(F)F